bis(chloromethyl)-2,2'-bithiophene ClCC=1C(=C(SC1)C=1SC=CC1)CCl